morpholine, imidazolium salt N1C=[NH+]C=C1.N1CCOCC1